1-(8-Amino-7-fluoro-6-(8-methyl-2,3-dihydro-1H-pyrido[2,3-b][1,4]oxazin-7-yl)isoquinolin-3-yl)-3-((3S,4S)-3-fluoro-1-methylpiperidin-4-yl)urea NC=1C(=C(C=C2C=C(N=CC12)NC(=O)N[C@@H]1[C@H](CN(CC1)C)F)C1=C(C2=C(OCCN2)N=C1)C)F